C(#N)CN1[C@H](CC1)COC1=C(N(N=C1)C)C1=CC=2N(C=C1)N=C(C2)NC(=O)C2CC2 N-[5-[4-[[(2R)-1-(cyanomethyl)azetidin-2-yl]methoxy]-2-methyl-pyrazol-3-yl]pyrazolo[1,5-a]pyridin-2-yl]cyclopropanecarboxamide